OC1=C(C(N(C2=C3C(=CC=C12)SC1=C3C=CC=C1)C1=CC=CC=C1)=O)C(C(F)(F)F)=O 4-hydroxy-1-phenyl-3-(2,2,2-trifluoroethane-1-one-1-yl)-[1]benzothieno[2,3-h]quinolin-2(1H)-one